3-Amino-4-[(1-ethoxy-1-oxopropan-2-yl)amino]-4-oxobutanoic acid NC(CC(=O)O)C(=O)NC(C(=O)OCC)C